tert-butyl 1-((2-ethoxy-3,4-dioxocyclobut-1-en-1-yl)amino)-3,6,9,12-tetraoxapentadecan-15-oate C(C)OC1=C(C(C1=O)=O)NCCOCCOCCOCCOCCC(=O)OC(C)(C)C